6-amino-2-{2,8-dimethylimidazo[1,2-a]pyrazin-6-yl}pyrido[1,2-a]pyrimidin-4-one NC1=CC=CC=2N1C(C=C(N2)C=2N=C(C=1N(C2)C=C(N1)C)C)=O